1-(3,5,6-Trifluoro-2-pyridinyl)piperidine-4-carboxylic acid ethyl ester C(C)OC(=O)C1CCN(CC1)C1=NC(=C(C=C1F)F)F